FC1=CC=C(C=C1)CNC1=NN2C(C=C1)=NC=C2C2=CC=C(C=C2)O 4-[6-[(4-fluorophenyl)methylamino]imidazo[2,3-f]pyridazin-3-yl]phenol